1-[1,5-bis(octahydro-1H-inden-2-yl)pentan-3-yl] 9-pentadecan-8-yl (4Z)-5-[3-(dimethylamino)propyl]non-4-enedioate CN(CCC\C(=C/CCC(=O)OC(CCC1CC2CCCCC2C1)CCC1CC2CCCCC2C1)\CCCC(=O)OC(CCCCCCC)CCCCCCC)C